ethyl {6-[(2S)-1-methoxypropan-2-yl]-5,8-dioxo-2-(tetrahydro-2H-pyran-4-yl)-5,6,7,8-tetrahydro-4H-pyrazolo[1,5-a]pyrrolo[3,4-d]pyrimidin-4-yl}acetate COC[C@H](C)N1C(C=2N(C=3N(C(C2C1)=O)N=C(C3)C3CCOCC3)CC(=O)OCC)=O